C(C)N1C2=CC=C(C=C2C=2C=CC=CC12)C(C1=C(C=CC(=C1)C1OCCC1)C)=O 9-ethyl-6-(2-methyl-5-tetrahydrofuryl-benzoyl)-9H-Carbazole